2-bromo-1-((2R,4aS,4bR,6aS,7S,7aS,8aR,8bR,8cR,10aR)-2-hydroxy-2,6a-dimethyloctadecahydrocyclopropa[4,5]cyclopenta[1,2-a]phenanthren-7-yl)ethan-1-one BrCC(=O)[C@H]1[C@@H]2[C@H]([C@@H]3[C@@]1(CC[C@@H]1[C@H]4CC[C@@](C[C@H]4CC[C@@H]31)(C)O)C)C2